OCCN1C(C=CC1=C)=O 1-(2-hydroxyethyl)-5-methylene-1,5-dihydro-2H-pyrrol-2-one